4-AMINOINDOLE-3-CARBOXALDEHYDE NC1=C2C(=CNC2=CC=C1)C=O